C(=O)(OC(C)(C)C)N1C(=CC=C1)B(O)O N-Boc-2-pyrroleboronic acid